ClC=1C=C(C=C(C1OC1=CNC(C(=C1)N(C)C)=O)Cl)N1N=C(C(NC1=O)=O)NC(OC(C)(C)C)=O tert-butyl (2-(3,5-dichloro-4-((5-(dimethylamino)-6-oxo-1,6-dihydropyridin-3-yl)oxy)phenyl)-3,5-dioxo-2,3,4,5-tetrahydro-1,2,4-triazin-6-yl)carbamate